C(=O)(O)C=1C=C(C=CC1C(=O)O)B(O)O 3,4-dicarboxyphenyl-boronic acid